ClC1=CC=C(C=C1)C1=CC2=C(NC(=N2)CCNCCC=2OC=C(N2)C(=O)NCC2=NC=CC=C2F)C=C1 2-(2-((2-(5-(4-chlorophenyl)-1H-benzo[d]imidazol-2-yl)ethyl)amino)ethyl)-N-((3-fluoropyridin-2-yl)methyl)oxazole-4-carboxamide